FC1(CCN(CC1)C1=NC(=NC(=C1)C)NC(C1=C(C=C(C=C1)SCCO)N1CCC2(CC2)CC1)=O)F N-(4-(4,4-difluoropiperidin-1-yl)-6-methylpyrimidin-2-yl)-4-((2-hydroxyethyl)thio)-2-(6-azaspiro[2.5]octan-6-yl)benzamide